CN1C=CC2=CC=CC(=C12)B1OC(C(O1)(C)C)(C)C 1-methyl-7-(4,4,5,5-tetramethyl-1,3,2-dioxaborolan-2-yl)-1H-indole